(2R,3S,4S,5R)-4-[[3-(3,4-Difluoro-2-methyl-phenyl)-4,5-dimethyl-5-(trifluoromethyl)tetrahydrofuran-2-carbonyl]amino]pyridin-2-carboxamid FC=1C(=C(C=CC1F)[C@H]1[C@@H](O[C@]([C@H]1C)(C(F)(F)F)C)C(=O)NC1=CC(=NC=C1)C(=O)N)C